O=CCOCCOCCOCCOCCOCCC(=O)[O-] 1-oxo-3,6,9,12,15-pentaoxaoctadecan-18-oate